NC1=C(C(=CC(=C1)C(F)(F)F)F)C(C)=O 1-(2-amino-6-fluoro-4-(trifluoromethyl)phenyl)ethan-1-one